Cl.Cl.[Cl-].C[N+]1=CNC=C1 3-methyl-1H-imidazol-3-ium chloride dihydrochloride